2-(3-(1-Hydroxy-2-(isopropylamino)ethyl)-5-(trifluoromethyl)phenyl)-6-(3-((4-methyl-4H-1,2,4-triazol-3-yl)methyl)oxetan-3-yl)isoindolin-1-one OC(CNC(C)C)C=1C=C(C=C(C1)C(F)(F)F)N1C(C2=CC(=CC=C2C1)C1(COC1)CC1=NN=CN1C)=O